Methyl 2-((tert-butoxycarbonyl) amino)-3-(4-hydroxyphenyl)-2-methylpropionate C(C)(C)(C)OC(=O)NC(C(=O)OC)(CC1=CC=C(C=C1)O)C